4,4'-(1-(4-(1-(4-hydroxyphenyl)-1-methylethyl)phenyl)ethylene)bisphenol OC1=CC=C(C=C1)C(C)(C)C1=CC=C(C=C1)C(CC1=CC=C(C=C1)O)C1=CC=C(C=C1)O